ClC=1C=C(C=C(C1F)Cl)C1(CC(=NO1)N1CC2=C(C1)C=C(S2)C(=O)NNC(C2=CC(=CC(=C2)F)F)=O)C(F)(F)F 5-(5-(3,5-dichloro-4-fluorophenyl)-5-(trifluoromethyl)-4,5-dihydroisoxazol-3-yl)-N'-(3,5-difluorobenzoyl)-5,6-dihydro-4H-thieno[2,3-c]pyrrole-2-carbohydrazide